ClC1=C(C=C2C(=NN=C(C2=C1)N1CCN(CC1)C(C=C)=O)C1=C(C=CC=C1)C(C)C)C1=C(C=CC=C1O)F 1-(4-(7-chloro-6-(2-fluoro-6-hydroxyphenyl)-4-(2-(2-propanyl)-phenyl)-1-phthalazinyl)-1-piperazinyl)-2-propen-1-one